N-(4-{[3-(3,4-difluorophenyl)-1-{[2-(trimethylsilyl)ethoxy]methyl}-1H-pyrrolo[2,3-b]pyridin-4-yl]oxy}-3,5-difluorophenyl)-N'-[(3-methyloxetan-3-yl)methyl]urea FC=1C=C(C=CC1F)C1=CN(C2=NC=CC(=C21)OC2=C(C=C(C=C2F)NC(=O)NCC2(COC2)C)F)COCC[Si](C)(C)C